tert-butyl 7-(6-(7-(((tert-butoxycarbonyl)amino)methyl)-1,6-naphthyridin-2-yl)-4-fluoro-5-iodopyridin-2-yl)-4,7-diazaspiro[2.5]octane-4-carboxylate C(C)(C)(C)OC(=O)NCC1=NC=C2C=CC(=NC2=C1)C1=C(C(=CC(=N1)N1CCN(C2(CC2)C1)C(=O)OC(C)(C)C)F)I